C1=C2C3=C(C=NC2=CC=N1)SC=C3 Thieno[2,3-c][1,6]Naphthyridine